N-(6-methoxy-1,2,3,4-tetrahydronaphthalen-1-yl)-2-oxo-6-(trifluoromethyl)-1,2-dihydropyridine-3-carboxamide COC=1C=C2CCCC(C2=CC1)NC(=O)C=1C(NC(=CC1)C(F)(F)F)=O